benzyl (S)-6-((tert-butoxycarbonyl) amino)-4-azaspiro[2.6]non-8-ene-4-carboxylate C(C)(C)(C)OC(=O)N[C@@H]1CN(C2(CC2)C=CC1)C(=O)OCC1=CC=CC=C1